8-((2s,5r)-2-ethyl-4-(1-(3-fluoro-5-(trifluoromethoxy)phenyl)ethyl)-5-methylpiperazin-1-yl)-5-methyl-6-oxo-5,6-dihydro-1,5-naphthyridine-2-carbonitrile C(C)[C@@H]1N(C[C@H](N(C1)C(C)C1=CC(=CC(=C1)OC(F)(F)F)F)C)C1=CC(N(C=2C=CC(=NC12)C#N)C)=O